S(=O)(=O)(O)O.C1(CC1)C(=O)C1=CC=C(N=N1)C(=O)NC([2H])([2H])[2H] 6-(cyclopropylcarbonyl)-N-(methyl-d3)pyridazine-3-carboxamide sulfate